lithium bis(vinyl-malonic acid) borate B([O-])([O-])[O-].C(=C)C(C(=O)O)C(=O)O.C(=C)C(C(=O)O)C(=O)O.[Li+].[Li+].[Li+]